C(C)(C)OC1=NC=CC=C1CNC1=NC(=NC=C1)NC=1C=NN(C1)C 4-[[(2-iso-propoxypyridin-3-yl)methyl]amino]-2-[(1-methyl-1H-pyrazol-4-yl)amino]pyrimidin